N1(CCOCC1)CCCOC=1C=CC2=C(N=C(S2)NC(OC(C)(C)C)=O)C1 tert-butyl N-{5-[3-(morpholin-4-yl)propoxy]-1,3-benzothiazol-2-yl}carbamate